P(O)(=O)(OP(=O)(O)OP(=O)(O)O)OC[C@@H]1[C@H](C[C@@H](O1)N1C(=O)NC(=O)C(=C1)CC=CN)O 5-aminoallyl-2'-deoxyuridine-5'-triphosphate